2-(6-Methyl-4-(trifluoromethyl)pyridin-2-ylthio)acetic acid CC1=CC(=CC(=N1)SCC(=O)O)C(F)(F)F